2-methoxyethyl {[(E)-{2-chloro-5-[4-(1,1-difluoroethyl)-3-methyl-2,6-dioxo-3,6-dihydropyrimidin-1(2H)-yl]-4-fluorobenzylidene}amino]oxy}acetate ClC1=C(\C=N\OCC(=O)OCCOC)C=C(C(=C1)F)N1C(N(C(=CC1=O)C(C)(F)F)C)=O